(S)-6-((3,3-difluoropyrrolidin-1-yl)methyl)-4-methyl-2-(1H-pyrazol-4-yl)-5,7-dihydro-3-oxa-1-thia-7-azaacenaphthylen-8(4H)-one FC1(CN(CC1)CC1=C2C[C@@H](OC3=C(SC(C(N1)=O)=C32)C=3C=NNC3)C)F